1,4-dioxaspiro[4.5]decan-8-ylmethyl methanesulfonate CS(=O)(=O)OCC1CCC2(OCCO2)CC1